(S)-5,5-dimethyl-2-(pyrimidin-4-ylamino)hexanoic acid compound with methanesulfonic acid CS(=O)(=O)O.CC(CC[C@@H](C(=O)O)NC1=NC=NC=C1)(C)C